C(=CC)C=1C(=C(C=CC1)O)OCC propenyl-o-ethoxyphenol